CC=1C=C(C=NC1C)NC(O[C@H](C)[C@H](C)OC1=CC2=C(N=C(S2)C=2C=C(C=C3C=C(C=NC23)OC)Cl)C(=C1F)Cl)=O (2R,3S)-3-((4-chloro-2-(6-chloro-3-methoxyquinolin-8-yl)-5-fluorobenzo[d]thiazol-6-yl)oxy)butan-2-yl (5,6-dimethylpyridin-3-yl)carbamate